trifluoropropyl-dimethyl-siloxysilicic acid FC(CC[Si](OO[Si](O)(O)O)(C)C)(F)F